NC=1C=C(C=C(C1)C(F)(F)F)[C@@H](C)NC1=NC(=NC2=CC(=C(C=C12)C1CCC(CC1)C(=O)N1CCC(CC1)COC1CC(NC(C1)([2H])[2H])([2H])[2H])OC)C ((1R,4R)-4-(4-(((R)-1-(3-amino-5-(trifluoromethyl)phenyl)ethyl)amino)-7-methoxy-2-Methylquinazolin-6-yl)cyclohexyl)(4-(((piperidin-4-yl-2,2,6,6-d4)oxy)methyl)piperidin-1-yl)Methanone